N-[1-(1H-indol-3-ylmethyl)-2-methoxy-ethyl]-2-(4-methylpiperazin-1-yl)thiazole-5-carboxamide N1C=C(C2=CC=CC=C12)CC(COC)NC(=O)C1=CN=C(S1)N1CCN(CC1)C